ethyl 5-[(2S)-2-(tert-butoxycarbonylamino)propoxy]-2-methyl-pyridine-3-carboxylate C(C)(C)(C)OC(=O)N[C@H](COC=1C=C(C(=NC1)C)C(=O)OCC)C